[4-[[3-[(4-chlorophenyl)methyl]-1,2,4-thiadiazol-5-yl]oxy]-2,5-di-methyl-phenyl]-N-ethyl-N-methyl-formamidine ClC1=CC=C(C=C1)CC1=NSC(=N1)OC1=CC(=C(C=C1C)C(=N)N(C)CC)C